7-amino-N-(2,4-dimethoxybenzyl)-3-methyl-6-(5-methyl-1-(tetrahydro-2H-pyran-2-yl)-1H-indazol-4-yl)-2-(1-methyl-1H-pyrazol-4-yl)-5-oxo-5,6-dihydro-1,6-naphthyridine-8-carboxamide NC=1N(C(C=2C=C(C(=NC2C1C(=O)NCC1=C(C=C(C=C1)OC)OC)C=1C=NN(C1)C)C)=O)C1=C2C=NN(C2=CC=C1C)C1OCCCC1